OC1=C(C=CC=C1)[NH+](C1=C(C=CC=C1)O)O N,N-bis(2-hydroxy-phenyl)hydroxyl-ammonium